C(C1=CC=CC=C1)(=O)C1=CC=C(C=C1)C(=O)NCCCNC(C(=C)C)=O N-(3-[(4-benzoylphenyl)formylamino]propyl)methacrylamide